COC1=CC=C(C2=C1NC(=N2)NC(=O)C=2C=NN(C2)C)C=2C=NC=CC2 N-[7-methoxy-4-(pyridin-3-yl)-1H-1,3-benzodiazol-2-yl]-1-methyl-1H-pyrazole-4-carboxamide